CC1CC=C(C(C1(C)C)/C=C/C(=O)C)C The molecule is a methyl ketone that is alpha-ionone in which a hydrogen at position 5 of the cyclohex-2-en-1-yl ring is substituted by a methyl group. It is a methyl ketone and an enone. It derives from an alpha-ionone.